C(C)(C)(C)OC(=O)N1C[C@@H]([C@H](CC1)N1CC(C1)C1=CC=CC=2NC(N(C21)C)=O)F.S(N)(=O)(=O)C2=C(C)C=CC(=C2)CNS(=O)(=O)C 2-sulfamoyl-4-(methylsulfonylaminomethyl)toluene tert-butyl-(3S,4S)-3-fluoro-4-[3-(3-methyl-2-oxo-1H-benzimidazol-4-yl)azetidin-1-yl]piperidine-1-carboxylate